O1COC2=C1C=CC(=C2)C=2OC1=C(C(C2)=O)C=CC=C1 2-(benzo[d][1,3]dioxol-5-yl)-4H-benzopyran-4-one